(R)-2-((2S,3R)-3-amino-2-hydroxy-4-phenylbutanamido)-2-(2,4-difluoro-3-(trifluoromethyl)phenyl)acetic acid N[C@@H]([C@@H](C(=O)N[C@@H](C(=O)O)C1=C(C(=C(C=C1)F)C(F)(F)F)F)O)CC1=CC=CC=C1